tert-butyl (2-((3-phenylcyclobutyl)amino)ethyl)carbamate C1(=CC=CC=C1)C1CC(C1)NCCNC(OC(C)(C)C)=O